ClC1=CC=C(C(=N1)C(=O)O)N[C@H](C)C1=C2N=C(C(=NC2=CC(=C1)C)C#N)N1C(C2(C1)CCS(CC2)(=O)=O)C(C)C 6-chloro-3-(((1R)-1-(2-cyano-3-(1-isopropyl-7,7-dioxido-7-thia-2-azaspiro[3.5]nonan-2-yl)-7-methylquinoxalin-5-yl)ethyl)amino)picolinic acid